BrC1=CC=C(C(=N1)CN(CC1=CC=C(C=C1)OC)CC1(CC1)O)F 1-({[(6-Bromo-3-fluoropyridin-2-yl)methyl](4-methoxybenzyl)amino}methyl)cyclopropanol